1-(naphthalen-2-ylmethyl)-1,4-dihydroquinoxalin-2,3-dione C1=C(C=CC2=CC=CC=C12)CN1C(C(NC2=CC=CC=C12)=O)=O